Ethyl 8-amino-2-(3-aminopropyl)-4,5-dihydro-1H-pyrazolo[4,3-h]quinazoline-3-carboxylate hydrochloride Cl.NC1=NC=2C3=C(CCC2C=N1)C(N(N3)CCCN)C(=O)OCC